FC=1C=C(C(=NC1)CN)N1CCN(CC1)C 1-[5-fluoro-3-(4-methylpiperazin-1-yl)pyridin-2-yl]methanamine